CC1=C(C(=CC=C1)C)N[S@@](=O)C (S)-N-(2,6-dimethylphenyl)methanesulfinamide